5-(4-((7-Ethyl-6-oxo-5,6-dihydro-1,5-naphthyridin-3-yl)methylene)piperidin-1-yl)-N-methylpyridineamide C(C)C=1C(NC=2C=C(C=NC2C1)C=C1CCN(CC1)C=1C=CC(=NC1)C(=O)NC)=O